diphenylmethylene(3-n-butyl-cyclopentadienyl)(2,7-di-tert-butylfluorenyl)zirconium dichloride [Cl-].[Cl-].C1(=CC=CC=C1)C(C1=CC=CC=C1)=[Zr+2](C1=C(C=CC=2C3=CC=C(C=C3CC12)C(C)(C)C)C(C)(C)C)C1C=C(C=C1)CCCC